C(C)(C)(C)OC(=O)N1CC2(C1)C[C@@H](CC2)N2CCC(CC2)C2=C(C=CC=C2)Br (R)-6-(4-(2-bromophenyl)piperidin-1-yl)-2-azaspiro[3.4]Octane-2-carboxylic acid tert-butyl ester